BrC1=CC=C2C(=NN(C2=C1)[C@@H]1C[C@H](C1)CO)C1CC1 (trans-3-(6-bromo-3-cyclopropyl-1H-indazol-1-yl)cyclobutyl)methanol